1-ethyl-3-[5-[6-[2-(4-fluoro-3-methoxy-phenyl)-1,2,4-triazol-3-yl]imidazo[1,2-a]pyridin-3-yl]-2-pyridyl]urea C(C)NC(=O)NC1=NC=C(C=C1)C1=CN=C2N1C=C(C=C2)C=2N(N=CN2)C2=CC(=C(C=C2)F)OC